3-cyclopropylbenzotriazole-5-carboxylic acid C1(CC1)N1N=NC2=C1C=C(C=C2)C(=O)O